C1=CN(C(=O)NC1=O)[C@H]2[C@@H]([C@@H]([C@H](O2)COP(=O)(O)OP(=O)(O)O)O)O The molecule is a uridine 5'-phosphate and a pyrimidine ribonucleoside 5'-diphosphate. It has a role as an Escherichia coli metabolite and a mouse metabolite. It is a conjugate acid of an UDP(3-).